methyl 5-((2-cyclopropyl-3,4-dihydroquinolin-1(2H)-yl) sulfonyl)-2-hydroxybenzoate C1(CC1)C1N(C2=CC=CC=C2CC1)S(=O)(=O)C=1C=CC(=C(C(=O)OC)C1)O